CN1C=CN2N=CC(=C21)C(=O)N2CC1(C2)CC(C1)CC(=O)NC1=NC=CC(=C1)C(F)(F)F 2-(2-(1-methyl-1H-imidazo[1,2-b]pyrazole-7-carbonyl)-2-azaspiro[3.3]heptan-6-yl)-N-(4-(trifluoromethyl)pyridin-2-yl)acetamide